N-(4-(3-(2,6-dioxo-piperidin-3-yl)benzofuran-5-yl)but-3-yn-2-yl)-5-(5-((7-isopropyl-1,3-dimethyl-2-oxo-2,3-dihydro-1H-benzo[d]imidazol-5-yl)(methyl)amino)pyrimidin-2-yl)picolinamide O=C1NC(CCC1C1=COC2=C1C=C(C=C2)C#CC(C)NC(C2=NC=C(C=C2)C2=NC=C(C=N2)N(C)C2=CC1=C(N(C(N1C)=O)C)C(=C2)C(C)C)=O)=O